5-[(1R)-1-(4-bicyclo[4.2.0]Oct-1,3,5-trienyl)-1-hydroxy-ethyl]Tetrahydrofuran-3,4-diol C12=CC=C(C=C2CC1)[C@@](C)(O)C1C(C(CO1)O)O